4-(iodomethyl)cyclohexane-1-carboxylic acid ICC1CCC(CC1)C(=O)O